BrC1=C2C(=CNC2=CC=C1)C(=O)N[C@@H]1CCO[C@]12O[C@@H]([C@@H]([C@@H]([C@H]2O)N2N=NC(=C2)C2=CC(=C(C(=C2)F)F)F)O)CO 4-bromo-N-((4r,5s,7r,8r,9s,10r)-8,10-dihydroxy-7-(hydroxymethyl)-9-(4-(3,4,5-trifluorophenyl)-1H-1,2,3-triazol-1-yl)-1,6-dioxaspiro[4.5]dec-4-yl)-1H-indole-3-carboxamide